2-[6-(5-chloro-2-{[(2S)-1-hydroxypropan-2-yl]amino}pyrimidin-4-yl)-1-oxo-2,3-dihydro-1H-isoindol-2-yl]-N-[(1S)-2-hydroxy-1-(3-methylphenyl)ethyl]acetamide ClC=1C(=NC(=NC1)N[C@H](CO)C)C1=CC=C2CN(C(C2=C1)=O)CC(=O)N[C@H](CO)C1=CC(=CC=C1)C